(R/S)-3-[[5-[3-(Difluoromethoxy)-4-fluoro-phenyl]-3-pyridyl]methyl]-5-methyl-oxazolidin-2-one FC(OC=1C=C(C=CC1F)C=1C=C(C=NC1)CN1C(O[C@@H](C1)C)=O)F |r|